BrCCOC1=CC2=C(N(C(=N2)C)C2CC(C2)(O)C)C(=C1)C(F)(F)F (cis)-3-[5-(2-bromoethoxy)-2-methyl-7-(trifluoromethyl)-1H-1,3-benzimidazol-1-yl]-1-methylcyclobutanol